(4-(4-Chloro-3-(trifluoromethyl)phenoxy)-3,5-difluorophenyl)methanol ClC1=C(C=C(OC2=C(C=C(C=C2F)CO)F)C=C1)C(F)(F)F